(R)-7-(4-bromo-3-(trifluoromethyl)benzoyl)-2-(((S)-but-3-en-2-yl)amino)-6-methyl-3-(1-methyl-1H-benzo[d][1,2,3]triazol-5-yl)-5,6,7,8-tetrahydropyrido[3,4-d]pyrimidin-4(3H)-one BrC1=C(C=C(C(=O)N2CC=3N=C(N(C(C3C[C@H]2C)=O)C2=CC3=C(N(N=N3)C)C=C2)N[C@@H](C)C=C)C=C1)C(F)(F)F